Cl.N=1N2C(=CC1C=1C=C(C(=NC1)N)O[C@H](C)C1=NC=CC=C1)C1(CC2)CNCC1 5-[5',6'-dihydrospiro[pyrrolidine-3,4'-pyrrolo[1,2-b]pyrazol]-2'-yl]-3-[(1R)-1-(pyridin-2-yl)ethoxy]pyridin-2-amine-hydrochloride salt